OC1C(CC12CN(C2)C(=O)OC(C)(C)C)C2N1C(C=3C=CC=CC23)=CN=C1 tert-butyl 7-hydroxy-6-(5H-imidazo[1,5-b]isoindol-5-yl)-2-azaspiro[3.3]heptane-2-carboxylate